N-(5-chloro-1,3,4-thiadiazol-2-yl)-2-((1-cyclohexyl-4-oxo-4,5-dihydro-1H-pyrazolo[3,4-d]pyrimidin-6-yl)thio)acetamide ClC1=NN=C(S1)NC(CSC=1NC(C2=C(N1)N(N=C2)C2CCCCC2)=O)=O